4-aminomethyl-1,8-diaminooctane NCC(CCCN)CCCCN